(S)-3-(4-(2-cyclopentyl-2-(1-ethyl-1H-pyrazole-5-carboxamido)acetamido)phenyl)-2-methyl-4-(trifluoromethyl)pyridine 1-oxide C1(CCCC1)[C@@H](C(=O)NC1=CC=C(C=C1)C=1C(=[N+](C=CC1C(F)(F)F)[O-])C)NC(=O)C1=CC=NN1CC